CC1=NC=C(N=C1C1=CC=C(C=C1)C1=CNC2=NC=C(C=C21)C=2C=CC1=C(CC[C@](CC1)(N1[C@@H](CCC1)C)C)C2)C 2,5-Dimethyl-3-(4-{5-[(7S)-7-methyl-7-[(2R)-2-methylpyrrolidin-1-yl]-6,7,8,9-tetrahydro-5H-benzo[7]annulen-2-yl]-1H-pyrrolo[2,3-b]pyridin-3-yl}phenyl)pyrazine